BrC1=NC=NC2=CC(=C(C=C12)[N+](=O)[O-])C1=NN(C=C1)C 4-bromo-7-(1-methyl-1H-pyrazol-3-yl)-6-nitroquinazoline